2-Methoxy-5-(piperidin-4-oxy)pyridine COC1=NC=C(C=C1)OC1CCNCC1